dimethyl-hexadecyl-triisopropyl-silicon CCC(C)([Si](C(C)C)(C(C)C)CCCCCCCCCCCCCCCC)C